4-butyl-1-(2,4-difluorophenyl)-3-(4-fluorophenyl)-N-(3-methoxypropyl)-N,5-dimethyl-4,5-dihydro-1H-pyrazole-5-carboxamide C(CCC)C1C(=NN(C1(C(=O)N(C)CCCOC)C)C1=C(C=C(C=C1)F)F)C1=CC=C(C=C1)F